ethyl (R)-2-(4-(3-(4-bromo-3-methylphenoxy)butyl)piperidin-1-yl)acetate BrC1=C(C=C(O[C@@H](CCC2CCN(CC2)CC(=O)OCC)C)C=C1)C